((2R,3S,4R,5R)-5-(3-((2-(3,7-dimethyl-2,6-dioxo-2,3,6,7-tetrahydro-1H-purin-1-yl) ethyl) carbamoyl) pyridin-1-ium-1-yl)-3,4-dihydroxytetrahydrofuran-2-yl) methylphosphonate CP(O[C@H]1O[C@H]([C@@H]([C@@H]1O)O)[N+]1=CC(=CC=C1)C(NCCN1C(N(C=2N=CN(C2C1=O)C)C)=O)=O)([O-])=O